Cl.CN(CCNC(C1=CC=C(C=C1)C=1N(C(=CC1)C1=CC=CC=C1)C1=C(C=CC=C1)C(F)(F)F)=O)C N-[2-(dimethylamino)ethyl]-4-[5-phenyl-1-[2-(trifluoromethyl)phenyl]pyrrol-2-yl]benzamide hydrochloride